O=C1N(C=CC(N1)=O)[C@@]1(O[C@@]([C@H]2OC(O[C@H]21)(C)C)(CI)F)C#N (3aR,4R,6R,6aS)-4-(2,4-Dioxo-3,4-dihydropyrimidin-1(2H)-yl)-6-fluoro-6-(iodomethyl)-2,2-dimethyltetrahydrofuro[3,4-d][1,3]dioxole-4-carbonitrile